C(C)(C)(C)OC(=O)N1C(CCCC1)OS(=O)(=O)C1=CC=C(C)C=C1 toluene-4-sulfonyloxy-piperidine-1-carboxylic acid tert-butyl ester